((S)-1-(2-Chlorophenyl)ethyl)-4-((R)-3-(3-(trifluoromethyl)phenoxy)pyrrolidin-1-yl)tetrahydro-2H-pyran-4-carboxamide ClC1=C(C=CC=C1)[C@H](C)C1OCCC(C1)(C(=O)N)N1C[C@@H](CC1)OC1=CC(=CC=C1)C(F)(F)F